FC1=CC=C(C=C1)N1CCN(CC1)SC=1N=NC(=CC1C)C1=CC=CC=C1 3-((4-(4-fluorophenyl)piperazin-1-yl)thio)-4-methyl-6-phenylpyridazine